8-(1-Ethyl-1H-indazol-4-yl)-7,9-difluoro-1,4,4-trimethyl-5H-[1,2,4]triazolo[4,3-a]quinoxaline C(C)N1N=CC2=C(C=CC=C12)C1=C(C=C2NC(C=3N(C2=C1F)C(=NN3)C)(C)C)F